rel-(4'R)-6-chloro-2-[(2,4-dimethoxyphenyl)methyl]-4'-(hydroxymethyl)-1'-(4-isoquinolyl)spiro[3H-isoquinoline-4,3'-pyrrolidine]-1,2'-dione ClC=1C=C2C(=CC1)C(N(CC21C(N(C[C@@H]1CO)C1=CN=CC2=CC=CC=C12)=O)CC1=C(C=C(C=C1)OC)OC)=O |o1:14|